6-(4-Bromo-2-chloro-phenylamino)-7-fluoro-3-methyl-3H-benzoimidazole-5-carboxylic acid (2-vinyloxy-ethoxy)-amide C(=C)OCCONC(=O)C1=CC2=C(N=CN2C)C(=C1NC1=C(C=C(C=C1)Br)Cl)F